FC1=C(C=CC(=C1)F)[C@@](CN1N=CN=C1)([C@@H](C)SS[C@H](C)CCC1=CC=NC=C1)O (2R,3R)-2-(2,4-difluorophenyl)-3-(((R)-4-(pyridin-4-yl)butan-2-yl)disulfanyl)-1-(1H-1,2,4-triazol-1-yl)butan-2-ol